C[C@]12[C@H]3CC[C@@]4([C@H](CC[C@H]4[C@@H]3CCC2=CC(CC1)=O)/C(/C)=N/OC(CN1CCOCC1)=O)C (8S,9S,10R,13S,14S,17S)-10,13-Dimethyl-17-((E)-1-(2-morpholinoacetoxyimino)ethyl)-6,7,8,9,10,11,12,13,14,15,16,17-dodecahydro-1H-cyclopenta[a]phenanthren-3(2H)-one